3-[5-methyl-1-(tricyclo[3.3.1.13,7]dec-1-ylmethyl)-1H-pyrazol-4-yl]-6-[8-([1,3]thiazolo[4,5-b]pyridin-2-ylcarbamoyl)-3,4-dihydroisoquinolin-2(1H)-yl]pyridine-2-carboxylic acid CC1=C(C=NN1CC12CC3CC(CC(C1)C3)C2)C=2C(=NC(=CC2)N2CC3=C(C=CC=C3CC2)C(NC=2SC=3C(=NC=CC3)N2)=O)C(=O)O